CN1N=C2N(C=CC(=C2)N2C3=C(OCC2)C=C(C=N3)C(=O)NN)C1=O 4-{2-methyl-3-oxo-[1,2,4]triazolo[4,3-a]pyridin-7-yl}-2H,3H-pyrido[3,2-b][1,4]oxazine-7-carbohydrazide